tert-butyl (S)-(1-((4-(benzylthio)-3-methoxyphenyl) amino)-1-oxo-3-(tetrahydro-2H-pyran-4-yl)propan-2-yl)carbamate C(C1=CC=CC=C1)SC1=C(C=C(C=C1)NC([C@H](CC1CCOCC1)NC(OC(C)(C)C)=O)=O)OC